FC=1C=C(C=C(C1OCC1(CCC1)O)F)C=1C=C(C=2N=CN=C(C2N1)N[C@@H]1CNC[C@H](C1)F)C(=O)N 6-{3,5-difluoro-4-[(1-hydroxycyclobutyl)methoxy]phenyl}-4-{[(3S,5S)-5-fluoropiperidin-3-yl]amino}pyrido[3,2-d]pyrimidine-8-carboxamide